FC1(C(CC(CC1)=O)C1=CC=NC=C1)F 4,4-difluoro-3-(pyridin-4-yl)cyclohexan-1-one